N-(5,6-difluoro-1H-indol-3-yl)-5,6,7,8-tetrahydroimidazo[1,2-a]pyridine-2-carboxamide FC=1C=C2C(=CNC2=CC1F)NC(=O)C=1N=C2N(CCCC2)C1